2-[(2-chloro-6-fluoro-phenyl)methoxycarbonylamino]-4-[2-methoxyethyl-[4-(5,6,7,8-tetrahydro-1,8-naphthyridin-2-yl)butyl]amino]butanoic acid ClC1=C(C(=CC=C1)F)COC(=O)NC(C(=O)O)CCN(CCCCC1=NC=2NCCCC2C=C1)CCOC